((4-bromopyridin-2-yl) amino)-2-azabicyclo[3.1.0]hexane-2-carboxylate BrC1=CC(=NC=C1)NC12N(CCC2C1)C(=O)[O-]